tert-butyl (1R,5S)-2,4-dioxo-3-oxa-7-azabicyclo[3.3.1]nonane-7-carboxylate O=C1[C@H]2CN(C[C@@H](C(O1)=O)C2)C(=O)OC(C)(C)C